N-[4-(1-benzylpyrrolidin-3-yl)oxy-6-(2,6-dimethylphenyl)pyrimidin-2-yl]-1-methyl-pyrazole-4-sulfonamide C(C1=CC=CC=C1)N1CC(CC1)OC1=NC(=NC(=C1)C1=C(C=CC=C1C)C)NS(=O)(=O)C=1C=NN(C1)C